COB(OC)C Trimethylboronic acid